2-[3,5-dimethyl-4-[2-(trifluoromethyl)-4-pyridyl]pyrazol-1-yl]-N-(5-pyrazin-2-yl-2-pyridyl)acetamide CC1=NN(C(=C1C1=CC(=NC=C1)C(F)(F)F)C)CC(=O)NC1=NC=C(C=C1)C1=NC=CN=C1